CN(C)CC=1C=C(NC(C(CCCC)NC(=O)C=2NC=3CC(CC(C3C2C)=O)(C)C)=O)C=CC1 N-[1-[3-[(dimethylamino)methyl]anilino]-1-oxohexan-2-yl]-3,6,6-trimethyl-4-oxo-5,7-dihydro-1H-indole-2-carboxamide